N[C@@H](COC1=C(C2=CC=CC=C2C=C1)C(=O)N[C@@H](CC(=O)OCC=C)C(=O)NCCC1=CC(=CC=C1)OC)CC1=CC=CC=C1 allyl (S)-3-(2-((R)-2-amino-3-phenylpropoxy)-1-naphthalamido)-4-((3-methoxyphenylethyl) amino)-4-oxobutanoate